pyrimidine-4-carbothioamide N1=CN=C(C=C1)C(N)=S